2-methyl-5-(4,4,5,5-tetramethyl-1,3,2-dioxaborolan-2-yl)aniline CC1=C(N)C=C(C=C1)B1OC(C(O1)(C)C)(C)C